C(C)(C)C1=C(C=CC=C1)C=1N=CC2=C(N1)C(=CN2COCC[Si](C)(C)C)OC2=CC=C(C=C2)C=2N(C=C(N2)C(F)(F)F)C 2-[[2-(2-isopropylphenyl)-7-[4-[1-methyl-4-(trifluoromethyl)imidazol-2-yl]phenoxy]pyrrolo[3,2-d]pyrimidin-5-yl]methoxy]ethyl-trimethyl-silane